1-(3-chloropyridine-2-yl)-1H-pyrazole-5-carboxamide ClC=1C(=NC=CC1)N1N=CC=C1C(=O)N